C(C)(C)(C)OC(=O)N(C[C@@H](C(=O)O)C1=CC=C(C=C1)Cl)C(C)C (S)-3-((t-butoxycarbonyl)(isopropyl)amino)-2-(4-chlorophenyl)propionic acid